5-((2-methylallyl)oxy)isobenzofuran-1(3H)-one CC(COC=1C=C2COC(C2=CC1)=O)=C